C(CCCCCCCCCCCCCCCCCCCCC)OC(C=C)=O.C(CCCCCCCCCCCCCCCCC)OC(C=C)=O.C(CCCCCCCCCCCCC)OC(C=C)=O.C(C=C)(=O)OCCCCCCCCCCCCCCCC cetyl acrylate tetradecyl-acrylate octadecyl-acrylate behenyl-acrylate